C1(CC1)OC1=NC=CC=C1C(=O)NC1=CC(=C(C(=C1)F)OC1=CC=NC2=CC(=CC=C12)OCCNC)F 2-cyclopropoxy-N-(3,5-difluoro-4-((7-(2-(methylamino)ethoxy)quinolin-4-yl)oxy)phenyl)pyridine-3-carboxamide